6-cyano-7-(3-fluorophenyl)-N2-(1,1,1-trifluoro-2-methylpropan-2-yl)-3,4-dihydropyrrolo[1,2-a]pyrazine-2,8(1H)-dicarboxamide C(#N)C1=C(C(=C2N1CCN(C2)C(=O)NC(C(F)(F)F)(C)C)C(=O)N)C2=CC(=CC=C2)F